N1=NC=C2N1C=CC=N2 1,2,3-triazolo[1,5-a]pyrimidine